CC1(CC(C(CC1)=O)(C1=CC=CC=C1)[N+](=O)[O-])C 4,4-dimethyl-2-nitro-2-phenylcyclohexanone